3-Hydroxy-3-methylcyclopentyl (8-amino-7-fluoro-6-(8-methyl-2,3-dihydro-1H-pyrido[2,3-b][1,4]oxazin-7-yl)isoquinolin-3-yl)carbamate NC=1C(=C(C=C2C=C(N=CC12)NC(OC1CC(CC1)(C)O)=O)C1=C(C2=C(OCCN2)N=C1)C)F